BrC12C(N(C(C2C2(C(=C(C1(C2=O)C)C2=CC=CC=C2)C2=CC=CC=C2)C)=O)CC#C)=O 3a-Bromo-3a,4,7,7a-tetrahydro-4,7-dimethyl-2-(2-propyn-1-yl)-5,6-diphenyl-4,7-methano-1H-isoindole-1,3,8(2H)-trione